strontium calcium lanthanum cobalt [Co].[La].[Ca].[Sr]